[4-(2,6-dichlorobenzenesulfonyl)-1-piperazinomethyl]-methyl 2-furancarboxylate O1C(=CC=C1)C(=O)OCCN1CCN(CC1)S(=O)(=O)C1=C(C=CC=C1Cl)Cl